ClC1=C2C(=NC=3C=C(C(=CC13)OC)OCCCN1CCCC1)CCC2 1-[3-({9-chloro-7-methoxy-1H,2H,3H-cyclopenta[b]quinolin-6-yl}oxy)propyl]pyrrolidine